amyl 3-formylbenzoate C(=O)C=1C=C(C(=O)OCCCCC)C=CC1